ClC1=CC=C(C(=N1)C(=O)N)O[C@H](C)C=1C=C(C=C2C(C(=C(OC12)C=1C=NN2N=CC=CC21)C)=O)C 6-Chloro-3-[(1R)-1-(3,6-dimethyl-4-oxo-2-pyrazolo[1,5-b]pyridazin-3-yl-chromen-8-yl)ethoxy]pyridine-2-carboxamide